O1[C@@H](CCC1)C(=O)N (S)-tetrahydrofuran-2-formamide